ClC1=CC(=NC=N1)NC(=O)C1CC(C1)N1CCN(CC1)C (1s,3s)-N-(6-chloropyrimidin-4-yl)-3-(4-methylpiperazin-1-yl)cyclobutane-1-carboxamide